4-fluoro-3-methyl-6,7-dihydro-5H-cyclopenta[c]pyridine-6-carboxylic acid ethyl ester C(C)OC(=O)C1CC2=C(C=NC(=C2F)C)C1